COC1=CC=C(CN2N=CC(=C(C2=O)C(F)(F)F)S[C@H](COCCC(N2CCN(CC2)C2=NC=C(C=N2)C(F)(F)F)=O)C)C=C1 (S)-2-(4-methoxybenzyl)-5-((1-(3-oxo-3-(4-(5-(trifluoromethyl)pyrimidin-2-yl)piperazin-1-yl)propoxy)propan-2-yl)thio)-4-(trifluoromethyl)pyridazin-3(2H)-one